2,3,4-tris[trichloromethyl]imidazole ClC(C1=NC=C(N1C(Cl)(Cl)Cl)C(Cl)(Cl)Cl)(Cl)Cl